C(C)N1N=CC=C1C(=O)N[C@H]1C[C@H](CCC1)NC1=CC(=NC2=CC=C(C=C12)F)C(F)(F)F 1-ethyl-N-[(1R,3S)-3-{[6-fluoro-2-(trifluoromethyl)quinolin-4-yl]amino}cyclohexyl]-1H-pyrazole-5-carboxamide